C1(CC1)C(C)O 1-cyclopropyl-ethan-1-ol